C1(=CCCCCC1)B1OC(C(O1)(C)C)(C)C 2-(cyclohept-1-en-1-yl)-4,4,5,5-tetramethyl-1,3,2-dioxaborolane